1-{3-[4-Fluoro-2-(trifluoromethyl)phenyl]-1,2,4-oxadiazol-5-yl}-2-methyl-6-azaspiro[2.5]octan-6-sulfonamid FC1=CC(=C(C=C1)C1=NOC(=N1)C1C(C12CCN(CC2)S(=O)(=O)N)C)C(F)(F)F